N-(2-(2-acetyl-5-methoxyphenoxy)ethyl)-2-chlorobenzamide C(C)(=O)C1=C(OCCNC(C2=C(C=CC=C2)Cl)=O)C=C(C=C1)OC